methyl 2-bromo-3-(4-bromophenyl)-3-carbonylpropionate BrC(C(=O)OC)C(=C=O)C1=CC=C(C=C1)Br